CC(=O)C=C (METHYL)ACROLEIN